4-(1H-1,2,4-triazol-1-yl)piperidine-HCl Cl.N1(N=CN=C1)C1CCNCC1